C1(=CC(=CC(=C1)C1=CC=C(C(=O)O)C=C1)C1=CC=C(C(=O)O)C=C1)C1=CC=C(C(=O)O)C=C1 4,4',4''-(1,3,5-benzenetriyl)trisbenzoic acid